1-(4-(2,6-bis(benzyloxy)pyridin-3-yl)-3,5-difluorophenyl)azetidine-3-carboxylic acid C(C1=CC=CC=C1)OC1=NC(=CC=C1C1=C(C=C(C=C1F)N1CC(C1)C(=O)O)F)OCC1=CC=CC=C1